FC1=C(CNC23COC(C2)C3)C=CC(=C1)C(F)(F)F N-(2-fluoro-4-(trifluoromethyl)benzyl)-2-oxabicyclo[2.1.1]hexan-4-amine